tert-butyl (3-((2-bromo-5-nitropyridin-4-yl)amino)-2-hydroxycyclohexyl)carbamate BrC1=NC=C(C(=C1)NC1C(C(CCC1)NC(OC(C)(C)C)=O)O)[N+](=O)[O-]